Oxazinan O1NCCCC1